C1([C@@H](O)[C@@H](O)[C@H](O)[C@H](O1)CO)Br mannosyl bromide